1-(5-bromo-3-fluoro-4-methylpyridin-2-yl)propan-1-ol BrC=1C(=C(C(=NC1)C(CC)O)F)C